C1OCCN2C1=CNCC2 hexahydro-pyrazino[2,1-c][1,4]oxazin